3-ethyl-2-methyl-benzothiazolium C(C)[N+]1=C(SC2=C1C=CC=C2)C